(2S,4R)-1-[(2S)-2-(8-amino-octanamido)-3,3-dimethylbutanoyl]-4-hydroxy-N-[[4-(4-methyl-1,3-thiazol-5-yl)phenyl]meth-yl]pyrrolidine-2-carboxamide hydrochloride Cl.NCCCCCCCC(=O)N[C@H](C(=O)N1[C@@H](C[C@H](C1)O)C(=O)NCC1=CC=C(C=C1)C1=C(N=CS1)C)C(C)(C)C